2-(2,6-dioxo-3-piperidinyl)-5-[4-[4-(4-piperidinyloxy)cyclohexyloxy]-1-piperidinyl]isoindoline-1,3-dione O=C1NC(CCC1N1C(C2=CC=C(C=C2C1=O)N1CCC(CC1)OC1CCC(CC1)OC1CCNCC1)=O)=O